methyl (2R)-5-(3-aminopyrazin-2-yl)-2-{[(tert-butoxy) carbonyl] amino}pent-4-ynoate NC=1C(=NC=CN1)C#CC[C@H](C(=O)OC)NC(=O)OC(C)(C)C